((di((ethyl)oxy)phosphoryl)methyl)glycine C(C)OP(=O)(OCC)CNCC(=O)O